1-(2-(trifluoromethyl)benzyl)-1,2-dihydro-3H-indazol-3-one FC(C1=C(CN2NC(C3=CC=CC=C23)=O)C=CC=C1)(F)F